ClC=1C(N(N=CC1OC1COC1)CC1=NC(=NO1)CCC1=CC=C(C=C1)Cl)=O 4-chloro-2-({3-[2-(4-chlorophenyl)ethyl]-1,2,4-oxadiazol-5-yl}methyl)-5-(oxetan-3-yloxy)-2,3-dihydropyridazin-3-one